(6S,9S)-6-benzyl-1-(3-chlorophenyl)-2-cyclohexyl-1,1-difluoro-4,7,11-trioxo-9-(((S)-2-oxopyrrolidin-3-yl)methyl)-3-oxa-5,8,12-triazatetradecan-10-yl acetate C(C)(=O)OC([C@@H](NC([C@@H](NC(OC(C(F)(F)C1=CC(=CC=C1)Cl)C1CCCCC1)=O)CC1=CC=CC=C1)=O)C[C@H]1C(NCC1)=O)C(NCC)=O